OCC1=C(N=NC(=C1)N1C[C@H](OCC1)CO)C1=C(C=C(C=C1C)C)O 2-[4-(hydroxymethyl)-6-[(2S)-2-(hydroxymethyl)morpholin-4-yl]pyridazin-3-yl]-3,5-dimethyl-phenol